dimethyl-phosphonic acid benzyl-acetate C(C1=CC=CC=C1)CC(=O)O.COP(OC)=O